2-((6-(4,5-dihydrofuran-3-yl)-4-methylpyridin-3-yl)amino)-7-methyl-9-(tetrahydro-2H-pyran-4-yl)-7,9-dihydro-8H-purin-8-one O1C=C(CC1)C1=CC(=C(C=N1)NC1=NC=C2N(C(N(C2=N1)C1CCOCC1)=O)C)C